OS(=O)(=O)C(F)(F)F.C(C)C1=CC2=C(CCOC23CC(NCC3)C)S1 2-ethyl-2'-methyl-spiro[6,7-dihydrothieno[3,2-C]pyran-4,4'-piperidine] (triflate)